4-[1-(4-Amino-3-methyl-1H-pyrazolo[3,4-d]pyrimidin-1-yl)ethyl]-2-azetidin-3-yl-6-chloro-3-methoxybenzonitrile NC1=C2C(=NC=N1)N(N=C2C)C(C)C2=C(C(=C(C#N)C(=C2)Cl)C2CNC2)OC